normal hexyl-amine C(CCCCC)N